FC1([C@H](C=2C(=CN(C2CC1)C=1C=2N(C=CC1)C=CN2)C(F)(F)F)O)F (S)-5,5-Difluoro-1-(imidazo[1,2-a]pyridin-8-yl)-3-(trifluoromethyl)-4,5,6,7-tetrahydro-1H-indol-4-ol